(2R,4S)-N-Boc-4-hydroxy-proline C(=O)(OC(C)(C)C)N1[C@H](C[C@@H](C1)O)C(=O)O